4'-(7-azabenzooxazol-2-yl)-biphenyl-4-yl-(4-naphthalen-1-yl-phenyl)-(4-naphthalen-2-yl-phenyl)-amine O1C(=NC2=C1N=CC=C2)C2=CC=C(C=C2)C2=CC=C(C=C2)N(C2=CC=C(C=C2)C2=CC1=CC=CC=C1C=C2)C2=CC=C(C=C2)C2=CC=CC1=CC=CC=C21